1,4-diazabicyclo[2.2.2]Octane perrhenate [Re](=O)(=O)(=O)O.N12CCN(CC1)CC2